(S)-3-(((methylsulfonyl)oxy)methyl)pyrrolidine-1-carboxylic acid tert-butyl ester C(C)(C)(C)OC(=O)N1C[C@H](CC1)COS(=O)(=O)C